2-((1S,4R,5R)-5-(5-(7,8-dimethyl-[1,2,4]triazolo[1,5-a]pyridin-6-yl)-4-isopropyl-3-methyl-6H-thieno[2,3-b]pyrrol-2-yl)-2-azabicyclo[2.2.1]heptan-2-yl)acetamide CC1=C(C=2N(C=C1C1=C(C3=C(N1)SC(=C3C)[C@H]3[C@@H]1CN([C@H](C3)C1)CC(=O)N)C(C)C)N=CN2)C